NC(C=1C=C(N=NC1Cl)N)C1CCOCC1 5-(Amino(tetrahydro-2H-pyran-4-yl)methyl)-6-chloropyridazin-3-amine